COC1=CC=C(C=C1)N1CCN(CC1)CC1CC2(CNC3=CC=CC=C23)CO1 5-((4-(4-Methoxyphenyl)piperazin-1-yl)methyl)-4,5-dihydro-2H-spiro[furan-3,3'-indolin]